ClC1=C(C(=NC(=C1)N1[C@@H](COCC1)C)C(=O)OC)S methyl 4-chloro-6-[(3R)-3-methylmorpholin-4-yl]-3-sulfanylpyridine-2-carboxylate